BrC(CO)C(C1=CC=C(C=C1)F)Cl trans-2-Bromo-3-chloro-3-(4-fluorophenyl)propan-1-ol